CC1(CCN(CC1)C=1OC2=C(C=C(C=C2C(C1)=O)C)C(C)NC1=C(C(=O)O)C=C(C(=C1)F)OC)C 2-[1-[2-(4,4-Dimethyl-1-piperidyl)-6-methyl-4-oxo-chromen-8-yl]ethylamino]-4-fluoro-5-methoxy-benzoic acid